COC1=NC=CC2=C(C=CC=C12)N1N=CC(=C1C(F)(F)F)NC(C1=CC(=NC=C1)C(F)(F)F)=N N-(1-(1-methoxyisoquinolin-5-yl)-5-(trifluoromethyl)-1H-pyrazol-4-yl)-2-(trifluoromethyl)isonicotinamidine